4-hydroxybutylmethacrylamide OCCCCC=C(C(=O)N)C